BrC=1N=NC(=CC1)OC1C[C@H](N[C@@H](C1)C1CC1)C1CC1 3-bromo-6-(((2S,6S)-2,6-dicyclopropylpiperidin-4-yl)oxy)pyridazine